D-Tyrosin N[C@H](CC1=CC=C(C=C1)O)C(=O)O